3-(2,6-difluoro-4-((S)-2-methylpiperazin-1-yl)phenyl)piperidine-2,6-dione FC1=C(C(=CC(=C1)N1[C@H](CNCC1)C)F)C1C(NC(CC1)=O)=O